1-cyclopentyl-7-((4-(1-methylpiperidin-4-yl)phenyl)amino)-2-oxo-1,2-dihydro-1,8-naphthyridine-3-carbonitrile C1(CCCC1)N1C(C(=CC2=CC=C(N=C12)NC1=CC=C(C=C1)C1CCN(CC1)C)C#N)=O